2-(2-methoxy-5-(methylsulfonyl)pyridin-4-yl)-1-((S)-7'-methyl-6'-(pyrimidin-2-yl)-3',4'-dihydro-1'h-spiro[pyrrolidine-3,2'-[1,8]naphthyridin]-1-yl)propane-1-thione COC1=NC=C(C(=C1)C(C(=S)N1C[C@@]2(NC3=NC(=C(C=C3CC2)C2=NC=CC=N2)C)CC1)C)S(=O)(=O)C